1-heptanoyloxy-pyrene-3,6,8-trisulfonic acid trisodium salt [Na+].[Na+].[Na+].C(CCCCCC)(=O)OC1=CC(=C2C=CC=3C(=CC(=C4C=CC1=C2C34)S(=O)(=O)[O-])S(=O)(=O)[O-])S(=O)(=O)[O-]